3-[2-(dimethylamino) ethyl]-1H-indol-4-yl propionate C(CC)(=O)OC1=C2C(=CNC2=CC=C1)CCN(C)C